CC1=CC=C(C=C1)S(=O)(=O)OCCOCCOCCOCCOCCOCCOCCOCCOCC(OC)OC 2-[2-[2-[2-[2-[2-[2-[2-(2,2-dimethoxyethoxy)ethoxy]ethoxy] ethoxy]ethoxy]ethoxy]ethoxy]ethoxy]ethyl 4-methylbenzenesulfonate